(6S)-3-(3,3-dioxo-1,3,4-oxathiazinan-4-yl)-6-methyl-N-(3,4,5-trifluorophenyl)-6,7-dihydro-4H-pyrazolo[1,5-a]pyrazine-5-carboxamide O=S1(COCCN1C=1C=NN2C1CN([C@H](C2)C)C(=O)NC2=CC(=C(C(=C2)F)F)F)=O